(R)-1-(3-bromo-2-fluorophenyl)ethan-1-amine BrC=1C(=C(C=CC1)[C@@H](C)N)F